[C@H]12CN(C[C@H](CC1)N2)C=2C1=C(N=C(N2)OC[C@H]2N(CCC2)C)CN(CC1)C1=CC=CC2=CC=CC(=C12)CCCC 4-((1R,5S)-3,8-diazabicyclo[3.2.1]octan-3-yl)-7-(8-butylnaphthalen-1-yl)-2-(((S)-1-methylpyrrolidin-2-yl)methoxy)-5,6,7,8-tetrahydropyrido[3,4-d]pyrimidine